FC(N1C(C(=CC=C1)C(=O)N[C@@H](C(=O)N[C@@H]1B(OC2=C(C1)C=CC=C2C(=O)O)O)C2=CC=C(C=C2)P(=O)(O)O)=O)F (R)-3-((R)-2-(1-(difluoromethyl)-2-oxo-1,2-dihydropyridine-3-carboxamido)-2-(4-phosphonophenyl)acetamido)-2-hydroxy-3,4-dihydro-2H-benzo[e][1,2]oxaborinine-8-carboxylic acid